C(C)(C)(C)OC(=O)N1C2(CC2)CC[C@H]1[C@@H](C(=O)O)C1=CC=C(C=C1)Cl (S)-2-((S)-4-(tert-Butoxycarbonyl)-4-azaspiro[2.4]heptan-5-yl)-2-(4-chlorophenyl)acetic acid